O=C(/C=C/C(=O)OC)C Methyl (2E)-4-oxopent-2-enoate